ClC1=C(C=C(C=C1)NC(=O)N1C2CC(CC1C2)C)[C@@H]2[C@@H](CC2)C(F)F N-(4-chloro-3-((1S,2R)-2-(difluoromethyl)cyclobutyl)phenyl)-3-methyl-6-azabicyclo[3.1.1]heptane-6-carboxamide